[Na].O=S1(CC(C1)N1C=CC2=C1N=C(N=C2CN2CCCC2)C=2C=C1CN(C(C1=CC2)=O)C2C(NC(CC2)=O)=O)=O 3-(5-(7-(1,1-dioxidothietan-3-yl)-4-(pyrrolidin-1-ylmethyl)-7H-pyrrolo[2,3-d]pyrimidin-2-yl)-1-oxoisoindolin-2-yl)piperidine-2,6-dione sodium